C12C(NC(CC1)C2)C2=NOC=N2 3-(3-azabicyclo[2.2.1]hept-2-yl)-1,2,4-oxadiazole